Butyltin hydroxide hydrate O.C(CCC)[Sn](O)(O)O